FC=1C=2N(C=C(C1)C=1N=C3N(C(C1)=O)C=C(C=C3)N3C[C@@H](N(CC3)CCO)C)C=C(N2)C 2-(8-fluoro-2-methylimidazo[1,2-a]pyridin-6-yl)-7-[(3S)-4-(2-hydroxyethyl)-3-methylpiperazin-1-yl]-4H-pyrido[1,2-a]pyrimidin-4-one